Cl[Al-](Cl)(Cl)Cl.CN1C=[N+](C=C1)C 1,3-dimethylimidazolium tetrachloroaluminate